C(C)OC(C)(C)OC(=O)COC(=O)C1C2C=CC(C1)C2 5-(1-ethoxy-1-methylethyloxycarbonyl-methyloxycarbonyl)-bicyclo[2.2.1]Hept-2-ene